COC=1C=C(N(CCCCCCCC)CCCCCCCC)C=C(C1)OC 3,5-dimethoxy-N,N-dioctylaniline